ClC1=C2C=CNC2=CC(=C1)NC1=CC(=CC(=N1)C#N)NC1=CC(=CC(=C1)OC(F)(F)F)Cl 6-[(4-chloro-1H-indol-6-yl)amino]-4-{[3-chloro-5-(trifluoromethoxy)phenyl]amino}pyridine-2-carbonitrile